CN1N=C(C=C1)N1N=CC=C1 1'-methyl-1'H-[1,3'-bipyrazole]